tert-butyl 4-((4-chloro-2-(trifluoromethoxy)benzyl)carbamoyl)piperidine-1-carboxylate ClC1=CC(=C(CNC(=O)C2CCN(CC2)C(=O)OC(C)(C)C)C=C1)OC(F)(F)F